3,3-dimethyl-N-(4-methyl-1,1-dioxo-thiacyclohex-4-yl)-2-oxo-1-[3-(trifluoromethoxy)phenyl]indoline-5-carboxamide CC1(C(N(C2=CC=C(C=C12)C(=O)NC1(CCS(CC1)(=O)=O)C)C1=CC(=CC=C1)OC(F)(F)F)=O)C